CC(C#N)CN1N=C(C=2C1=NC(=NC2)NC=2C(=CC=1N(C2)C=CN1)C)C 2-methyl-3-(3-methyl-6-((7-methylimidazo[1,2-a]pyridin-6-yl)amino)-1H-pyrazolo[3,4-d]pyrimidin-1-yl)propanenitrile